N[C@H](CC1=CC=CC=C1)C(=O)N[C@@H](CS)C(=O)N[C@@H](CC1=CC=CC=C1)C(=O)N[C@H](CC1=CNC2=CC=CC=C12)C(=O)N[C@@H](CCCCN)C(=O)N[C@@H]([C@H](O)C)C(=O)N[C@@H](CS)C(=O)N[C@@H]([C@@H](C)O)CO D-phenylalanyl-L-cysteinyl-L-phenylalanyl-D-tryptophanyl-L-lysyl-L-threonyl-N-[(1R,2R)-2-hydroxy-1-(hydroxymethyl)propyl]-L-cysteinamide